5-methyl-3-(1-methyl-1-pyrazolo[1,5-a]pyridin-6-yl-ethyl)-1,2,4-oxadiazole CC1=NC(=NO1)C(C)(C=1C=CC=2N(C1)N=CC2)C